(1E)-2-phenylethane-1-aldoxime C1(=CC=CC=C1)C\C=N\O